CC(C(=O)N1C2CN(CC1C2)C2=NC=C(C=C2)C2=NOC(=N2)C(F)(F)F)(C)C 2,2-Dimethyl-1-(3-(5-(5-(trifluoromethyl)-1,2,4-oxadiazol-3-yl)pyridin-2-yl)-3,6-diazabicyclo[3.1.1]heptan-6-yl)propan-1-one